(E)-2-(4-mercaptophenyl)ethene-1-sulfonyl fluoride SC1=CC=C(C=C1)/C=C/S(=O)(=O)F